ClC=1C(N(C(=CC1OCC1=NC=C(C=C1C)F)C)C1=CC(=NC=C1C)C1=NC(=NC=C1C)C(C)(C)O)=O (P)-3-chloro-4-((5-fluoro-3-methylpyridin-2-yl)methoxy)-2'-(2-(2-hydroxypropan-2-yl)-5-methylpyrimidin-4-yl)-5',6-dimethyl-2H-[1,4'-bipyridin]-2-one